C(C)OC1=C(O[C@H]2CN(CCC2)C2=CN=CC(=N2)NC(CCC2=CC=C(OC(C(=O)O)(C)C)C=C2)=O)C=CC=C1 (R)-2-(4-(3-((6-(3-(2-ethoxyphenoxy)piperidin-1-yl)pyrazin-2-yl)amino)-3-oxopropyl)phenoxy)-2-methylpropanoic acid